C(#N)C1=CC=C(C=C1)C1=CN=CC2=C1OCCN2C(=O)C2CN(C2)CC=2C=C(C#N)C=CC2 3-((3-(8-(4-Cyanophenyl)-3,4-dihydro-2H-pyrido[4,3-b][1,4]oxazine-4-carbonyl)azetidin-1-yl)methyl)benzonitrile